3-hydroxy-2-((5-methoxy-7-(methyl-d3)-1H-indol-4-yl)methyl)-2H-indazole-5-carbonitrile OC=1N(N=C2C=CC(=CC12)C#N)CC1=C2C=CNC2=C(C=C1OC)C([2H])([2H])[2H]